2-((2S,3S)-3-aminobicyclo[3.2.1]octan-2-yl)-3-bromo-5-chloro-N-(thiophen-2-ylmethyl)thieno[3,2-b]pyridin-7-amine N[C@@H]1[C@H](C2CCC(C1)C2)C2=C(C1=NC(=CC(=C1S2)NCC=2SC=CC2)Cl)Br